[I-].NC=1C=CC=2[NH2+]C3=CC=C(C=C3SC2C1)N 3,7-diamino-10H-phenothiazinium iodide